CN1N=C(C2=CC=CC(=C12)OC1CCN(CC1)C(C1=CC=C(C=C1)[N+](=O)[O-])=O)C1C(NC(CC1)=O)=O 3-(1-methyl-7-((1-(4-nitrobenzoyl)piperidin-4-yl)oxy)-1H-indazol-3-yl)-piperidine-2,6-dione